Tert-butyl 4-((6-(2-hydroxy-6-methyl-4-(trifluoromethyl)phenyl)pyridazin-3-yl)methoxy)piperidine-1-carboxylate OC1=C(C(=CC(=C1)C(F)(F)F)C)C1=CC=C(N=N1)COC1CCN(CC1)C(=O)OC(C)(C)C